N-(2-azabicyclo[2.1.1]hex-4-ylmethyl)-2,2-difluoro-propionamide C12NCC(C1)(C2)CNC(C(C)(F)F)=O